C(C)(C)(C)OC(=O)N1C[C@@H](CC1)NC(=O)C1CCN(C2(CC2)C1)C(=O)C1=NNC(=C1)C1=CC(=NC=C1F)OC (R)-3-[4-[5-(5-fluoro-2-methoxypyridin-4-yl)-1H-pyrazole-3-carbonyl]-4-azaspiro[2.5]octane-7-amidyl]pyrrolidine-1-carboxylic acid tert-butyl ester